benzyl N-[1-(2-chloroethyl)-4-piperidyl]carbamate ClCCN1CCC(CC1)NC(OCC1=CC=CC=C1)=O